ClC1=C(C(=CC=C1)Cl)C1CN(C1)C1=C(C=C(C=O)C=C1C)C 4-(3-(2,6-dichlorophenyl)azetidin-1-yl)-3,5-dimethylbenzaldehyde